(E)-3-(3-chloro-4-((2-methyl-[1,1'-biphenyl]-3-yl)methoxy)phenyl)-2-cyanopropenohydrazide ClC=1C=C(C=CC1OCC=1C(=C(C=CC1)C1=CC=CC=C1)C)/C=C(/C(=O)NN)\C#N